CN(C1=CC=C(CCO)C=C1)C 4-dimethylaminophenethyl alcohol